4-((1r,3r)-3-(benzyloxy)cyclobutoxy)pyridine C(C1=CC=CC=C1)OC1CC(C1)OC1=CC=NC=C1